C1(=CC=CC=C1)C=1C(=NC=CC1)C([2H])([2H])[2H] phenyl(methyl-d3)pyridine